BrC1=CC=C(N=N1)[C@@H](C)N(C(OC(C)(C)C)=O)C tert-butyl (R)-(1-(6-bromopyridazin-3-yl)ethyl)(methyl)carbamate